tert-butyl [(1R,3S,4R)-3-{[2-chloro-6-(2,2,2-trifluoroethyl)thieno[2,3-d]pyrimidin-4-yl](methyl)amino}-4-hydroxycyclopentyl]carbamate ClC=1N=C(C2=C(N1)SC(=C2)CC(F)(F)F)N([C@H]2C[C@H](C[C@H]2O)NC(OC(C)(C)C)=O)C